ClCC1=C(C=CC=C1C(C)C)I 2-(chloromethyl)-1-iodo-3-isopropylbenzene